BrC1=CN=C(C(=N1)C(C)O)OC 1-(6-bromo-3-methoxypyrazin-2-yl)ethan-1-ol